4-(3-bromo-4-fluorobenzyl)-2H-phthalazin-1-one BrC=1C=C(CC2=NNC(C3=CC=CC=C23)=O)C=CC1F